1,1,1-trifluoro-2-imidazo[1,2-a]pyridin-7-yl-propan-2-ol FC(C(C)(O)C1=CC=2N(C=C1)C=CN2)(F)F